O=C1N(C(C2=CC=CC=C12)=O)[C@H](C)C=1C(=NC=CN1)C=1N=NN(C1)CC(=O)NC |r| 2-(4-{3-[(rac)-1-(1,3-Dioxo-1,3-dihydro-2H-isoindol-2-yl)ethyl]pyrazin-2-yl}-1H-1,2,3-triazol-1-yl)-N-methylacetamide